7-(piperidin-4-yl)-5-((3-(trifluoromethyl)pyridin-2-yl)methyl)-pyrido[2,3-b]pyrazin-6(5H)-one N1CCC(CC1)C1=CC=2C(=NC=CN2)N(C1=O)CC1=NC=CC=C1C(F)(F)F